C1(CC1)CNC(C)C1=CC(=NC(=C1)C)N1C(C2=CC(=CC=C2C1)C1=C(C=C(C=C1)F)C1=NN=CN1C)=O 2-(4-(1-((Cyclopropylmethyl)amino)ethyl)-6-methylpyridin-2-yl)-6-(4-fluoro-2-(4-methyl-4H-1,2,4-triazol-3-yl)phenyl)isoindolin-1-one